3-chloro-5-ethyl-5-methylfuro[3,4-c]pyridazin ClC1=CC2=C(N=N1)COC2(C)CC